C(C)(C)(C)C1=CC(=C(C(=C1)C(C)(C)C)O)CC 4,6-di-tert-butyl-2-ethylphenol